4-(3-Aminoazepan-1-yl)-2-cyclohexyl-phthalazin-1(2H)-one-hydrochloride Cl.NC1CN(CCCC1)C1=NN(C(C2=CC=CC=C12)=O)C1CCCCC1